5-(3-benzoyloxiran-2-yl)-2,4-dimethoxypyridine C(C1=CC=CC=C1)(=O)C1C(O1)C=1C(=CC(=NC1)OC)OC